6-(4-amino-4-phenylpiperidin-1-yl)-3-(3,4-dichloro-2-methyl-2H-indazol-5-yl)-1H-pyrazolo[3,4-d]pyrimidine-4-carbonitrile NC1(CCN(CC1)C1=NC(=C2C(=N1)NN=C2C2=C(C1=C(N(N=C1C=C2)C)Cl)Cl)C#N)C2=CC=CC=C2